N-[6-(7-amino-2-butyl-4-isopropoxy-imidazo[4,5-d]pyridazin-3-yl)hexyl]-N-(1,1-dioxothietan-3-yl)acetamide hydrochloride Cl.NC=1N=NC(=C2C1N=C(N2CCCCCCN(C(C)=O)C2CS(C2)(=O)=O)CCCC)OC(C)C